6-cyclopropyl-nicotinaldehyde C1(CC1)C1=NC=C(C=O)C=C1